6-Chloro-4-(2-methoxyphenyl)nicotinic acid ClC1=NC=C(C(=O)O)C(=C1)C1=C(C=CC=C1)OC